(4-amino-3,5-difluorophenyl)(8-(5-methoxy-2,3-dimethyl-3H-imidazo[4,5-b]pyridin-6-yl)indolizin-3-yl)methanone NC1=C(C=C(C=C1F)C(=O)C1=CC=C2C(=CC=CN12)C=1C=C2C(=NC1OC)N(C(=N2)C)C)F